N-(cyclohexylmethyl)-1-(4-(1,4-dimethyl-1H-pyrazol-5-yl)-5-fluoropyrimidin-2-yl)piperidine-4-carboxamide phosphorus trideuteride P([2H])([2H])[2H].C1(CCCCC1)CNC(=O)C1CCN(CC1)C1=NC=C(C(=N1)C1=C(C=NN1C)C)F